N-(3-(N,N-bis(2,4-dimethoxybenzyl)sulfamoyl)phenyl)-2-(4-cyano-2-methoxyphenoxy)-4-methyl-5-(trifluoromethyl)nicotinamide COC1=C(CN(S(=O)(=O)C=2C=C(C=CC2)NC(C2=C(N=CC(=C2C)C(F)(F)F)OC2=C(C=C(C=C2)C#N)OC)=O)CC2=C(C=C(C=C2)OC)OC)C=CC(=C1)OC